C(OC[C@H]1O[C@@]([C@@H]([C@@H]1O)O)(C#N)C1=CC=C2C(=NC=NN21)N)(OCC2(CC2)CC#N)=O ((2R,3S,4R,5R)-5-(4-aminopyrrolo[2,1-f][1,2,4]triazin-7-yl)-5-cyano-3,4-dihydroxytetrahydrofuran-2-yl)methyl ((1-(cyanomethyl)cyclopropyl)methyl) carbonate